Cl.C(C=C)(=O)N acrylamide hydrochloride salt